3-(6-(2-Oxa-5-azabicyclo[2.2.2]octan-5-yl)-1-methyl-1H-pyrazolo[4,3-c]pyridin-3-yl)-2,6-difluoro-5-(trifluoromethyl)phenol C12OCC(N(C1)C1=CC3=C(C=N1)C(=NN3C)C=3C(=C(C(=C(C3)C(F)(F)F)F)O)F)CC2